tert-Butyl 3-[(2-tert-butyl-4-chloro-5-methyl-phenoxy)methyl]-1-trityl-5,7-dihydro-4H-pyrazolo[3,4-c]pyridine-6-carboxylate C(C)(C)(C)C1=C(OCC2=NN(C=3CN(CCC32)C(=O)OC(C)(C)C)C(C3=CC=CC=C3)(C3=CC=CC=C3)C3=CC=CC=C3)C=C(C(=C1)Cl)C